Din-octylether C(CCCCCCC)OCCCCCCCC